CC(=O)N[C@@H](CC(=O)N)C(=O)O N-ALPHA-ACETYL-L-ASPARAGINE